N[C@@H]1[C@H]([C@@H](N(C2=CC=C(C=C12)N1CC2CCC(C1)O2)C(C)=O)C)C ((2S,3R,4R)-4-amino-6-(8-oxa-3-azabicyclo[3.2.1]octan-3-yl)-2,3-dimethyl-3,4-dihydroquinolin-1(2H)-yl)ethanone